C(CCCCC)C(CCCCCCC)O (+)-Hexyl-Octanol